N[C@@H]1C[C@@H](CN(C1)C)C1=CC=C(C=C1)N1CCC(CC1)OC=1C=C(C=CC1)C1C(NC(CC1)=O)=O 3-(3-((1-(4-((3R,5R)-5-amino-1-methylpiperidin-3-yl)phenyl)piperidin-4-yl)oxy)-phenyl)piperidine-2,6-dione